OCCC=1C=C(C(C(=O)OC)=CC1CCO)C(=O)OC Dimethyl 4,5-bis(2-hydroxyethyl)phthalate